C12CC(CC2C1)OC1=NC=C(C=C1F)[N+](=O)[O-] 2-(cis-bicyclo[3.1.0]hexane-3-yloxy)-3-fluoro-5-nitropyridine